N1(CCOCC1)C(=O)OCCOC1=CC2=C(OC[C@@H](C(N2C)=O)NC(=O)N2N=CC(=C2)CC2=CC(=CC=C2)F)C=C1 (S)-2-((3-(4-(3-fluorobenzyl)-1H-pyrazole-1-carboxamido)-5-methyl-4-oxo-2,3,4,5-tetrahydrobenzo[b][1,4]oxazepin-7-yl)oxy)ethyl morpholine-4-carboxylate